6-bromo-N-phenyl-1H-indazole-3-carboxamide BrC1=CC=C2C(=NNC2=C1)C(=O)NC1=CC=CC=C1